(3-((4-chloro-2-fluorobenzyl)oxy)phenyl)-1,2,3,6-tetrahydropyridine hydrochloride Cl.ClC1=CC(=C(COC=2C=C(C=CC2)N2CCC=CC2)C=C1)F